N-{(6R)-7,7-Difluoro-2-[5-fluoro-4-(2,4,6-trifluorophenyl)-1,2-benzoxazol-3-yl]-1-hydroxy-3-oxohexahydro-1H-pyrrolo[1,2-c]imidazol-6-yl}methanesulfonamide FC1([C@@H](CN2C(N(C(C21)O)C2=NOC1=C2C(=C(C=C1)F)C1=C(C=C(C=C1F)F)F)=O)NS(=O)(=O)C)F